(7S)-7-((1H-imidazo[4,5-c]pyridin-1-yl)methyl)-7-methyl-1-oxa-3-azaspiro[4.5]decane-2-one N1(C=NC=2C=NC=CC21)C[C@@]2(CC1(CNC(O1)=O)CCC2)C